8-(6-(2-Aminoethoxy)pyridin-3-yl)-3-methyl-1-(4-(piperazin-1-yl)-3-(trifluoromethyl)phenyl)-1H-imidazo[4,5-c]quinolin-2(3H)-one NCCOC1=CC=C(C=N1)C1=CC=2C3=C(C=NC2C=C1)N(C(N3C3=CC(=C(C=C3)N3CCNCC3)C(F)(F)F)=O)C